C(C)(=O)[O-].[Sb+5].C(C)(=O)[O-].C(C)(=O)[O-].C(C)(=O)[O-].C(C)(=O)[O-] antimonic acetate